3-(3-trimethoxysilylpropyl)succinic acid monophenylamide C1(=CC=CC=C1)NC(CC(C(=O)O)CCC[Si](OC)(OC)OC)=O